5-(3-(aminomethyl)phenyl)-3-((2-(2-ethoxy-2-oxoethyl)-5-methoxyphenoxy)methyl)benzo[b]Thiophene-2-carboxylic acid ethyl ester C(C)OC(=O)C1=C(C2=C(S1)C=CC(=C2)C2=CC(=CC=C2)CN)COC2=C(C=CC(=C2)OC)CC(=O)OCC